N,N-dimethyl-2-(4-(5-(2-methyl-1,2,3,4-tetrahydroisoquinolin-7-yl)-1H-pyrrolo[2,3-b]pyridin-3-yl)-1H-pyrazol-1-yl)acetamide CN(C(CN1N=CC(=C1)C1=CNC2=NC=C(C=C21)C2=CC=C1CCN(CC1=C2)C)=O)C